3-((3R,4S)-4-((5-(1-(2,2-difluoroethyl)-1H-benzo[d][1,2,3]triazol-6-yl)-4-methoxypyrrolo[2,1-f][1,2,4]triazin-2-yl)amino)-3-fluoropiperidin-1-yl)-2,2-dimethylpropanenitrile FC(CN1N=NC2=C1C=C(C=C2)C=2C=CN1N=C(N=C(C12)OC)N[C@@H]1[C@@H](CN(CC1)CC(C#N)(C)C)F)F